[Si](C)(C)(C(C)(C)C)OCC(=O)C=1C=NC=C(C1)C1=CC(=C(C=C1)OC)OCCC 2-((tert-butyldimethylsilyl)oxy)-1-(5-(4-methoxy-3-propoxyphenyl)pyridin-3-yl)ethan-1-one